2-(2-(ethylamino)-4-(trifluoromethyl)phenyl)-1,2,3,4-tetrahydroisoquinolin-6-ol C(C)NC1=C(C=CC(=C1)C(F)(F)F)N1CC2=CC=C(C=C2CC1)O